[4-bromo-2-[(4-methoxyphenyl)methylsulfanyl]phenyl]methanamine BrC1=CC(=C(C=C1)CN)SCC1=CC=C(C=C1)OC